3-[4-chloro-2-fluoro-5-(2-hydroxyphenoxy)phenyl]-6-(1,1-difluoroethyl)-1-methyl-pyrimidine-2,4-dione ClC1=CC(=C(C=C1OC1=C(C=CC=C1)O)N1C(N(C(=CC1=O)C(C)(F)F)C)=O)F